(6aS,8R)-6a-(difluoromethyl)-2-(3-fluoro-2-hydroxyphenyl)-5,6,6a,7,8,9-hexahydropyrrolo[1',2':4,5]pyrazino[2,3-c]pyridazin-8-ol FC([C@@]12N(C=3C(=NN=C(C3)C3=C(C(=CC=C3)F)O)NC1)C[C@@H](C2)O)F